C(C)(C)(C)OC(CC[C@H](NC([C@@H](NC([C@@H](NC(OCC1C2=CC=CC=C2C=2C=CC=CC12)=O)C)=O)COC(C)(C)C)=O)C(=O)O)=O (5S,8S,11S)-11-(3-(tert-butoxy)-3-oxopropyl)-8-(tert-butoxymethyl)-1-(9H-fluoren-9-yl)-5-methyl-3,6,9-trioxo-2-oxa-4,7,10-triazadodecane-12-oic acid